C1(CC1)[C@H](C1=CC=2N(N=C1)C=C(N2)[C@@H](NC(=O)C2=CC=NN2C(C)C)C2CCC(CC2)(F)F)NC(C[C@@H](C(F)(F)F)O)=O |o1:3,36| N-((S)-(7-((R*)-Cyclopropyl((S*)-4,4,4-trifluoro-3-hydroxybutanamido)methyl)imidazo[1,2-b]pyridazin-2-yl)(4,4-difluorocyclohexyl)methyl)-1-isopropyl-1H-pyrazole-5-carboxamide